Cl.C(C(C)C)(=O)O[C@@H]1[C@H](O[C@H](C1(F)F)N1C(N=C(C=C1)NC(C(C(C)C)N)=O)=O)CO (2R,3R,5R)-5-(4-(2-amino-3-methylbutanamido)-2-oxo-1,2-dihydropyrimidin-1-yl)-4,4-difluoro-2-(hydroxymethyl)oxolan-3-yl isobutyrate hydrochloride